4-propylbenzene C(CC)C1=CC=CC=C1